3-bromo-5-(3-chlorophenyl)-1,2,4-thiadiazole BrC1=NSC(=N1)C1=CC(=CC=C1)Cl